CC=1C(=C2C=CNC2=C(C1)C)O[C@@H]1CN(C[C@H]1C1=CC=CC=C1)CC(F)(F)F |r| racemic-5,7-dimethyl-4-(((3S*,4R*)-4-phenyl-1-(2,2,2-trifluoroethyl)pyrrolidin-3-yl)oxy)-1H-indole